C(C)C1=CC=C(O1)C=O 5-Ethylfuran-2-carbaldehyde